CS(=O)(=O)OC=1OC(=CC1)OCCCCCCCCCCCCCC (5-(Tetradecyloxy) furan-2-yl) methanesulfonate